3-(triethoxysilylpropyl)propylsuccinic anhydride C(C)O[Si](OCC)(OCC)CCCCCCC1C(=O)OC(C1)=O